2-methyl-5-(4,4,5,5-tetramethyl-1,3,2-dioxaborolan-2-yl)-1-((2-(trimethylsilyl)ethoxy)methyl)-1H-benzo[d]imidazole CC1=NC2=C(N1COCC[Si](C)(C)C)C=CC(=C2)B2OC(C(O2)(C)C)(C)C